2-methoxyphenyl nicotinate C(C1=CN=CC=C1)(=O)OC1=C(C=CC=C1)OC